N-(quinoxalin-6-yl)-(2S)-2-{4-[5-chloro-2-(4-chloro-1H-1,2,3-triazol-1-yl)phenyl]-5-methoxy-2-oxopyridin-1(2H)-yl}butanamide N1=CC=NC2=CC(=CC=C12)NC([C@H](CC)N1C(C=C(C(=C1)OC)C1=C(C=CC(=C1)Cl)N1N=NC(=C1)Cl)=O)=O